ClC1=CC=C(C(=N1)C=1C=CC2=C(B(OC2)O)C1F)N[C@H](C)C=1C=C(C=C2C(C(=C(OC12)C1CC1)C)=O)C (R)-8-(1-((6-chloro-2-(7-fluoro-1-hydroxy-1,3-dihydrobenzo[c][1,2]oxaborol-6-yl)pyridin-3-yl)amino)ethyl)-2-cyclopropyl-3,6-dimethyl-4H-chromen-4-one